C(C1=CC=CC=C1)OCCN1N=C(N=C1C(NC(CC)CC)=O)C=1C=C(C=CC1)C=1OC(=CN1)C(=O)NC(CC)CC 2-(3-(1-(2-(benzyloxy)ethyl)-5-(pentan-3-ylcarbamoyl)-1H-1,2,4-triazol-3-yl)phenyl)-N-(pentan-3-yl)oxazole-5-carboxamide